BrC=1C=C2OC=3C=CC=CC3B3C2=C(C1[N+](=O)[O-])OC=1C=CC=CC13 7-bromo-6-nitro-5,9-dioxa-13b-boranaphtho[3,2,1-de]anthracene